N-{4-[2-(morpholin-4-yl)ethoxy]phenyl}-5H,6H,7H,8H-pyrido[3,4-d]pyrimidin-2-amine N1(CCOCC1)CCOC1=CC=C(C=C1)NC=1N=CC2=C(N1)CNCC2